O1CCC(CC1)NC1=CC=NC=C1 4-[(oxan-4-yl)amino]pyridin